4-(4-ethylcyclohexyl)phenylboronic acid C(C)C1CCC(CC1)C1=CC=C(C=C1)B(O)O